{3-[4-(benzothiazol-2-yl)-6-oxo-1,6-dihydropyrimidin-2-yl]-2,4-difluorobenzyl}isobutyramide S1C(=NC2=C1C=CC=C2)C=2N=C(NC(C2)=O)C=2C(=C(CC(C(=O)N)(C)C)C=CC2F)F